1-chloromethyl-(diethoxymethoxysilane) ClCC(O[SiH3])(OCC)OCC